3-(4-((S)-4,4-difluoro-2-Methylpiperidin-1-yl)-7-(1H-pyrazol-3-yl)imidazo[1,5-b]pyridazin-2-yl)-8-oxa-3-azaBicyclo[3.2.1]octane FC1(C[C@@H](N(CC1)C=1C=2N(N=C(C1)N1CC3CCC(C1)O3)C(=NC2)C2=NNC=C2)C)F